COC(=O)[C@@]1(CN(CCC1=O)C(=O)OC(C)(C)C)C (R)-3-methyl-4-oxopiperidine-1,3-dicarboxylic acid 1-(t-butyl) ester 3-methyl ester